P(=O)(=O)CCO phosphoethyl alcohol